C(C1=CC=CC=C1)OC1=NC(=CC=C1C1=NC=C(C=C1)N1CCN(CC1)C(=O)OC(C)(C)C)OCC1=CC=CC=C1 tert-butyl 4-[2',6'-bis(benzyloxy)-[2,3'-bipyridin]-5-yl]piperazine-1-carboxylate